1-bromocyclohexanol BrC1(CCCCC1)O